O=C1NC(CCC1N1C(C2=CC=C(C=C2C1=O)N1CCN(CC1)CC1CCN(CC1)CCN1CCN(CC1)C1=NC=CC(=C1)C1=NNC2=CC=C(C=C12)[N+](=O)[O-])=O)=O 2-(2,6-dioxo-3-piperidyl)-5-[4-[[1-[2-[4-[4-(5-nitro-1H-indazol-3-yl)-2-pyridyl]piperazin-1-yl]ethyl]-4-piperidyl]methyl]piperazin-1-yl]isoindoline-1,3-dione